C(C1CO1)OCCCC(O[Si](OC)(C)CCCOCC1CO1)[Si](OC)(OC)OC glycidoxypropyl-trimethoxysilaneyl-glycidoxypropylmethyl-dimethoxysilane